O=C1NC(CCC1N1CC2=CC=CC(=C2C1=O)SCCCCN1CCN(CC1)C1=CC=C(C(=O)N2CCC(CC2)CCCCNC(\C=C\C=2C=NC=CC2)=O)C=C1)=O (E)-N-(4-(1-(4-(4-(4-((2-(2,6-dioxopiperidin-3-yl)-3-oxoisoindoline-4-yl)thio)butyl)piperazin-1-yl)benzoyl)piperidin-4-yl)butyl)-3-(pyridin-3-yl)acrylamide